N-(5-(N-(4-chlorophenyl)sulfamoyl)-6-methoxypyridin-3-yl)-2-methyl-2,4,5,6-tetrahydrocyclopenta[c]pyrazole-3-carboxamide ClC1=CC=C(C=C1)NS(=O)(=O)C=1C=C(C=NC1OC)NC(=O)C1=C2C(=NN1C)CCC2